C(C)N(CC)CCC=1N(C(=CC1)C(C1=CC=C(C=C1)C)=O)C diethylaminoethyl-1-methyl-5-(4-methylbenzoyl)-1H-pyrrole